FC(C1=CC=C(C=C1)C=1C=NC=CC1SCC1CCN(CC1)C(CC)=O)(F)F 1-(4-(((3-(4-(trifluoromethyl)phenyl)pyridin-4-yl)thio)methyl)piperidin-1-yl)propan-1-one